2-[4-(chloromethyl)-2-methoxyphenyl]-1-cyclopropyl-4-(trifluoromethyl)imidazole ClCC1=CC(=C(C=C1)C=1N(C=C(N1)C(F)(F)F)C1CC1)OC